CC1(OC=2C=C(C=C(C2[C@H]2[C@H]1C=C[C@](C2)(O)C)O)CCCCC)C (6Ar,9S,10aR)-6,6,9-trimethyl-3-pentyl-10,10a-dihydro-6aH-benzo[c]chromene-1,9-diol